2,6-diphenyl-1-[2,6-bis(2,6-di-sec-butylphenyl)phenyl]-phospha-cyclohexane C1(=CC=CC=C1)C1P(C(CCC1)C1=CC=CC=C1)C1=C(C=CC=C1C1=C(C=CC=C1C(C)CC)C(C)CC)C1=C(C=CC=C1C(C)CC)C(C)CC